3-(4-nitrobenzyl)-3-azabicyclo[3.1.0]hexan [N+](=O)([O-])C1=CC=C(CN2CC3CC3C2)C=C1